NC1=NC=2C=CC=CC2C2=C1N=C(N2CC2=CC=C(CNC(OCCNC(C(=C)C)=O)=O)C=C2)C(C)C 2-methacrylamidoethyl 4-((4-amino-2-isopropyl-1H-imidazo[4,5-c]quinolin-1-yl)methyl)benzylcarbamate